5-[[2,5-Dihydroxy-4-[[4-hydroxy-3-(2-morpholinoethoxycarbonyl)phenyl]carbamoyl]benzoyl]amino]-2-hydroxy-benzoic acid OC1=C(C(=O)NC=2C=CC(=C(C(=O)O)C2)O)C=C(C(=C1)C(NC1=CC(=C(C=C1)O)C(=O)OCCN1CCOCC1)=O)O